(R)- or (S)-N-(4-Cyanobenzyl)-6-((1-((1-(1,2-dihydroxyethyl)cyclopropyl)sulfonyl)cyclopropyl)methyl)-1-methyl-7-oxo-4,5,6,7-tetrahydro-1H-pyrazolo[3,4-c]pyridine-3-carboxamide C(#N)C1=CC=C(CNC(=O)C2=NN(C=3C(N(CCC32)CC3(CC3)S(=O)(=O)C3(CC3)[C@@H](CO)O)=O)C)C=C1 |o1:29|